FC(C(=NC1=CC=CC=C1)C1(O)[C@H](O)[C@@H](O)[C@@H](O)[C@H](O1)CO)(F)F (2,2,2-trifluoro-N-phenylethanimidoyl)-D-galactopyranose